NC[C@H]1OCCN(C1)S(=O)(=O)NC(C1=C(C=C(C(=C1)C1CC1)OCC1CCCC1)F)=O (R)-N-((2-(aminomethyl)morpholino)sulfonyl)-4-(cyclopentylmethoxy)-5-cyclopropyl-2-fluorobenzamide